ClC1=C(C=CC=C1)[C@@H]1COCCN1C1=CC(=C(C(=O)N[C@H](C)\C=C\S(=O)(=O)C)C=C1)F 4-((R)-3-(2-Chlorophenyl)morpholino)-2-fluoro-N-((R,E)-4-(methylsulfonyl)but-3-en-2-yl)benzamide